C1(CCCC1)N1C(N(C=2C=NC(=CC21)NC2=CC=C(C=C2)OC)C)=O 1-Cyclopentyl-6-((4-methoxyphenyl)amino)-3-methyl-1,3-dihydro-2H-imidazo[4,5-c]pyridin-2-one